S1(CC=CC=C1)=O thiopyran 1-oxid